N-[1-(2-methoxyethyl)-3,5-dimethylpyrazol-4-yl]-2-(2-methoxy-4-piperazin-1-yl-anilino)-5,6-dihydropyrimido[4,5-e]indolizine-7-carboxamide COCCN1N=C(C(=C1C)NC(=O)C=1C=CN2C3=C(CCC12)C=NC(=N3)NC3=C(C=C(C=C3)N3CCNCC3)OC)C